CC=1C=C(C=C2C(NC(=NC12)C1=CC2=C(C=N1)C=CS2)=O)N2CCC1(CCOCC1)CC2 8-methyl-6-(3-oxa-9-azaspiro[5.5]undec-9-yl)-2-(thieno[3,2-c]pyridin-6-yl)quinazolin-4(3H)-one